COC=1C=C2CCN(CC2=CC1OC)CCC1=CC=C(C=C1)N1N=C(N=N1)C1=C(C=C(C(=C1)OC)OC)NC(=O)C=1OC2=CC=CC=C2C(C1)=O 4-oxo-4H-chromene-2-carboxylic acid [2-(2-(4-[2-(6,7-dimethoxy-3,4-dihydro-1H-isoquinolin-2-yl)-ethyl]-phenyl)-2H-tetrazol-5-yl)-4,5-dimethoxy-phenyl]-amide